N-(3-chloro-5-(methylsulfonamido)phenyl)-1-(5-ethoxypyrimidin-2-yl)-5-(trifluoromethyl)-1H-pyrrole-3-carboxamide ClC=1C=C(C=C(C1)NS(=O)(=O)C)NC(=O)C1=CN(C(=C1)C(F)(F)F)C1=NC=C(C=N1)OCC